methyl 5-(2-cyano-5-methoxy-phenyl)-3-(phenoxycarbonylamino)thiophene-2-carboxylate C(#N)C1=C(C=C(C=C1)OC)C1=CC(=C(S1)C(=O)OC)NC(=O)OC1=CC=CC=C1